C(C1=CC=CC=C1)OC1=CC(=NC(=C1C(=O)O)Cl)C 4-(benzyloxy)-2-chloro-6-methylnicotinic acid